N1N=C(C=C1)C=1C=C(OC=2C(=C3C=CN(C3=CC2)S(=O)(=O)C2=CC=C(C)C=C2)CO)C=CC1 (5-(3-(1H-pyrazol-3-yl)phenoxy)-1-tosyl-1H-indol-4-yl)methanol